trifluoro-hydroxyethyl acrylate C(C=C)(=O)OC(C(O)(F)F)F